1-methyl-4-(6-methyl-5-(methylsulfonamido)pyridin-2-yl)-1H-1,2,3-triazole-5-carboxylic acid CN1N=NC(=C1C(=O)O)C1=NC(=C(C=C1)NS(=O)(=O)C)C